O1N=CNC1 (E)-4H-1,2,4-oxadiazol